NC=1C(=C(C=C(C1)C(N)=O)CCC(=O)OCC)NC\C=C\CNC1=C(C=C(C=C1)C(N)=O)N ethyl (E)-3-(3-amino-2-((4-((2-amino-4-carbamoylphenyl)amino)but-2-en-1-yl)amino)-5-carbamoylphenyl)propanoate